FC=1C(=C(C=CC1F)[C@H]1[C@@H](OC([C@H]1OC)(C)C)C(=O)O)OC |r| rac-(2r,3r,4s)-3-(3,4-difluoro-2-methoxyphenyl)-4-methoxy-5,5-dimethyltetrahydrofuran-2-carboxylic acid